tert-butyl (+-)-trans-4-((2-(4-cyanophenyl)-4-phenylpiperidin-1-yl) methyl)-5-methoxy-7-methyl-1H-indole-1-carboxylate C(#N)C1=CC=C(C=C1)[C@@H]1N(CC[C@H](C1)C1=CC=CC=C1)CC1=C2C=CN(C2=C(C=C1OC)C)C(=O)OC(C)(C)C |r|